(R)-N-(5-cyclopropyl-1,3,4-oxadiazol-2-yl)-1-((3-methylpyridin-2-yl)methyl)azepane-2-carboxamide C1(CC1)C1=NN=C(O1)NC(=O)[C@@H]1N(CCCCC1)CC1=NC=CC=C1C